[6,6']Bi[benzo[4,5]imidazo[1,2-c]quinazolinyl] C1=C2C=3N(C(=NC2=CC=C1)C1=NC2=CC=CC=C2C=2N1C1=C(N2)C=CC=C1)C1=C(N3)C=CC=C1